2-[2-[4-(3,5-dichloro-2-pyridyloxy)phenoxy]propionyl]isoxazolidine ClC=1C(=NC=C(C1)Cl)OC1=CC=C(OC(C(=O)N2OCCC2)C)C=C1